cis-aconitic acid sodium salt [Na+].C(C=C(C(=O)[O-])CC(=O)[O-])(=O)[O-].[Na+].[Na+]